O([C@H]1[C@H](O)[C@@H](O)[C@H](O)[C@H](O1)CO)C1[C@H](O)[C@H](O)[C@@H](O)[C@@H](O1)C L-rhamnopyranosyl-(1→2) beta-D-glucopyranoside